(E)-2-(2-amino-3-methylbutanamido)ethyl (4-(3,5-dimethoxystyryl)-2-methoxyphenyl) carbonate Hydrochloride Cl.C(OCCNC(C(C(C)C)N)=O)(OC1=C(C=C(C=C1)C=CC1=CC(=CC(=C1)OC)OC)OC)=O